2-(4-chloro-5-(2-fluorophenyl)-7H-pyrrolo[2,3-d]pyrimidin-7-yl)isonicotinonitrile ClC=1C2=C(N=CN1)N(C=C2C2=C(C=CC=C2)F)C=2C=C(C#N)C=CN2